[2H]C(NS(=O)(=O)C=1C=C2C=CNC2=CC1)([2H])[2H] N-(trideuteriomethyl)-1H-indole-5-sulfonamide